N(=C=S)C isothiocyanato-methane